6-(4-{5-[5-Fluoro-6-(2-methoxyethoxy)-1H-indazol-3-yl]-1,2-oxazol-3-yl}benzoyl)-3lambda6-thia-6-azabicyclo[3.1.1]heptan-3,3-dion FC=1C=C2C(=NNC2=CC1OCCOC)C1=CC(=NO1)C1=CC=C(C(=O)N2C3CS(CC2C3)(=O)=O)C=C1